1-(5-((6-(2,3-dichlorophenyl)-3,6-diazabicyclo[3.1.1]heptan-3-yl)methyl)-1-oxoisoindolin-2-yl)dihydropyrimidine-2,4(1H,3H)-dione ClC1=C(C=CC=C1Cl)N1C2CN(CC1C2)CC=2C=C1CN(C(C1=CC2)=O)N2C(NC(CC2)=O)=O